ClC=1C=C(C=CC1)[C@H](CCO)O (1S)-1-(3-chlorophenyl)propane-1,3-diol